m-[3-chloro-7-(trifluoromethylsulfonyl)-1H-indazol-4-yloxy]benzonitrile ClC1=NNC2=C(C=CC(=C12)OC=1C=C(C#N)C=CC1)S(=O)(=O)C(F)(F)F